N1=C(C=CC2=CC=C3C=CC=NC3=C12)CCO [1,10]phenanthrolineethanol